CC1(CCCC(C1)(CN=C=O)C)C 3,3,5-trimethyl-5-(isocyanatomethyl)-cyclohexan